1-ethylpyrrolidine-3,4-diol C(C)N1CC(C(C1)O)O